ClC1=CNC2=NC=C(C=C21)C2=NN1C(C3(OCC1)CN(C3)CC=3NC(=CN3)C)=C2 2'-(3-chloro-1H-pyrrolo[2,3-b]pyridin-5-yl)-1-[(5-methyl-1H-imidazol-2-yl)methyl]-6',7'-dihydrospiro[azetidine-3,4'-pyrazolo[5,1-c][1,4]oxazine]